C(C=C)C=1C=C(C=CC1OC#N)C(C)(C)C1=CC=C(OC2=CC=C(C=C2)S(=O)(=O)C2=CC=C(C=C2)OC2=CC=C(C=C2)C(C)(C)C2=CC(=C(C=C2)OC#N)CC=C)C=C1 Bis(4-(4-(2-(3-(2-propenyl)-4-cyanatophenyl)propan-2-yl)phenoxy)phenyl)sulfon